N-((2S,3S)-1-(azetidin-1-ylcarbonyl)-2-(biphenyl-3-ylmethyl)pyrrolidin-3-yl)ethanesulfonamide N1(CCC1)C(=O)N1[C@H]([C@H](CC1)NS(=O)(=O)CC)CC=1C=C(C=CC1)C1=CC=CC=C1